bis[4-amino-3,5-dimethylcyclohexyl]methane NC1C(CC(CC1C)CC1CC(C(C(C1)C)N)C)C